C(C(C)(C)C)OC(=O)C1=C(NC=2CC(CC(C2C1C1=CC(=CC=C1)O)=O)C1=C(C=CC=C1)OC)C 4-(3-hydroxyphenyl)-7-(2-methoxyphenyl)-2-methyl-5-oxo-1,4,5,6,7,8-hexahydroquinoline-3-carboxylic acid neopentyl ester